C(C)(=O)C=1C=C(C=C2C(=CC(=NC12)C1=CC=NC=C1)C#N)C 8-acetyl-6-methyl-2-(4-pyridyl)quinoline-4-carbonitrile